CCCCC(C)C Isoheptan